(R)-1-(3,5-difluorophenyl)-3-(isoquinolin-4-yl)-2-oxoimidazolidine-4-carbonitrile FC=1C=C(C=C(C1)F)N1C(N([C@H](C1)C#N)C1=CN=CC2=CC=CC=C12)=O